N,N-bis(4-methoxybenzyl)-4-methyl-5-(trifluoromethyl)-6-(trimethylstannyl)pyrimidin-2-amine COC1=CC=C(CN(C2=NC(=C(C(=N2)C)C(F)(F)F)[Sn](C)(C)C)CC2=CC=C(C=C2)OC)C=C1